ClC=1C=C2C(N(C(=NC2=C(C1)C(C)NC1=C(C(=O)O)C=CC=C1)N1CCOCC1)CC)=O 2-[1-(6-chloro-3-ethyl-2-morpholino-4-oxo-quinazolin-8-yl)ethylamino]benzoic acid